C(CCCC)OP(=O)(OCCCCC)OCCCCC.NC=1NC=C(N1)CCCC(=O)NCCCCCCCCCCCCC 4-(2-amino-1H-imidazol-4-yl)-N-tridecyl-butanamide tri-n-amyl-phosphate